N1=C(C=CC=C1)C(C#N)=C 2-(pyridin-2-yl)prop-2-enenitrile